C(C)N1N=C(C=C1C)C 1-ethyl-3,5-dimethyl-1H-pyrazol